(6z,12z)-hexadec-6,12-dien-1-ol C(CCCC\C=C/CCCC\C=C/CCC)O